F[C@@H]1[C@@H](CN(C1)C1COC1)N1N2C(C(=NC1N)OC)=C(C=C2)C=2C=NC=1N(C2)C=CN1 1-N-((3R,4S)-4-fluoro-1-(oxetan-3-yl)pyrrolidin-3-yl)-5-(imidazo[1,2-a]pyrimidin-6-yl)-4-methoxypyrrolo[2,1-f][1,2,4]triazin-2-amine